5-chloro-N-(2-(4,4-difluorocyclohexyl)-4-(2,5-difluorophenyl)pyridin-3-yl)pyrazine-2-carboxamide ClC=1N=CC(=NC1)C(=O)NC=1C(=NC=CC1C1=C(C=CC(=C1)F)F)C1CCC(CC1)(F)F